ClC(C1=NC(=NC(=N1)C(Cl)(Cl)Cl)C=CC=CC=1OC=CC1)(Cl)Cl 2,4-bis(trichloromethyl)-6-[2-(furan-2-yl)vinyl-(ethenyl)]-1,3,5-triazine